C1(CC1)CN1C(=CC=2C1=NC(=CC2)N(S(=O)(=O)C)C2CC2)C2=NC1=C(N2C)C(=CC(=C1)C(=O)O)OC 2-(1-(cyclopropylmethyl)-6-(N-cyclopropylmethylsulfonamido)-1H-pyrrolo[2,3-b]pyridin-2-yl)-7-methoxy-1-methyl-1H-benzo[d]imidazole-5-carboxylic acid